C1(CCCCC1)C1=C(N=C(S1)NC(=O)C1CCC1)COC N-[5-cyclohexyl-4-(methoxymethyl)-1,3-thiazol-2-yl]cyclobutane-1-carboxamide